P(=O)(OCCCN1C(N(C=2NC(NC(C12)=O)=O)C[C@H]([C@H]([C@@H](CO)O)O)O)=O)(O)O 3-{2,6,8-trioxo-9-[(2r,3r,4r)-2,3,4,5-tetrahydroxypentyl]-1,2,3,6,8,9-hexahydro-7h-purin-7-yl}propyl dihydrogen phosphate